N1(CCC1)CCN1N=C(C=C1)C(=O)OCC ethyl 1-[2-(azetidin-1-yl)ethyl]-1H-pyrazole-3-carboxylate